3-(3-fluorocyclobutyl)-2-oxopropane FC1CC(C1)CC(C)=O